C(CCCCCCC)[Sn]CCCCCCCC Dioctyl-tin